tert-butyl ((1-(5-((4-(bis(4-methoxybenzyl)amino)-2-(pentan-2-yloxy)imidazo[2,1-f][1,2,4]triazin-7-yl)(hydroxy)methyl)-3-methylpyridin-2-yl)piperidin-4-yl)methyl)(isobutyl)carbamate COC1=CC=C(CN(C2=NC(=NN3C2=NC=C3C(C=3C=C(C(=NC3)N3CCC(CC3)CN(C(OC(C)(C)C)=O)CC(C)C)C)O)OC(C)CCC)CC3=CC=C(C=C3)OC)C=C1